N-(6-cyano-1-cyclobutyl-1H-benzo[d]imidazol-2-yl)-3,3-dimethylbutanamide C(#N)C=1C=CC2=C(N(C(=N2)NC(CC(C)(C)C)=O)C2CCC2)C1